C(CCCCC)C=1C=C2C(=CC(=NC2=CC1)C=C1C(NC(S1)=O)=O)C1=CC=CC=C1 5-[(6-hexyl-4-phenylquinolin-2-yl)methylidene]-1,3-thiazolidine-2,4-dione